C1(CCCC1)C1(NC(NC1=O)=O)CNC(=O)C1=NN(N=C1)C1=CC=C(C=C1)F N-[(4-cyclopentyl-2,5-dioxoimidazolidin-4-yl)methyl]-2-(4-fluorophenyl)-2H-1,2,3-triazole-4-carboxamide